C(C1=CC=CC=C1)OC(=O)NCC1(C2CCN(CC12)C(=O)OC(C)(C)C)C1=NN(C=C1)C Tert-butyl 7-((((benzyloxy)carbonyl)amino)methyl)-7-(1-Methyl-1H-pyrazol-3-yl)-3-azabicyclo[4.1.0]heptane-3-carboxylate